COC1=C(C=C(C(=C1)C=C(C)[N+](=O)[O-])OC)C 1,4-dimethoxy-2-methyl-5-(2-nitroprop-1-en-1-yl)benzene